tertiary butyl-2-(4-((1-(4-((5-chloro-4-((2-(N-methylmethylsulfonamido)phenyl)amino)pyrimidin-2-yl)amino)-3-methoxyphenyl)piperidin-4-yl)methyl)piperazin-1-yl)acetate C(C)(C)(C)OC(CN1CCN(CC1)CC1CCN(CC1)C1=CC(=C(C=C1)NC1=NC=C(C(=N1)NC1=C(C=CC=C1)N(S(=O)(=O)C)C)Cl)OC)=O